Dimethylketon CC(=O)C